FC1=C(C(=CC=C1)C)N1CCC(CC1)(C)NCC=1C(=NN(C1)C)[N+](=O)[O-] [1-(2-Fluoro-6-methyl-phenyl)-4-methyl-piperidin-4-yl]-(1-methyl-3-nitro-1H-pyrazol-4-ylmethyl)-amine